[8-(1-hexylnonoxy)-8-oxo-octyl] (2S)-4-hydroxypyrrolidine-2-carboxylate OC1C[C@H](NC1)C(=O)OCCCCCCCC(=O)OC(CCCCCCCC)CCCCCC